FC1(OC2=C(O1)C=CC(=C2)N(C(=O)C=2C=C(C=CC2)N2N=C(C=C2OCC21CC(C2)(C1)C(=O)OC)C(F)(F)F)C)F methyl 3-[[2-[3-[(2,2-difluoro-1,3-benzodioxol-5-yl)-methyl-carbamoyl]phenyl]-5-(trifluoromethyl)pyrazol-3-yl]oxymethyl]bicyclo[1.1.1]pentane-1-carboxylate